O1C(COCC1)CNC(O)=O.ClC1=CC2=C(C=N1)C(=CN2C2=NC=CC(=C2)C(C)(F)F)N2CCOCC2 4-(6-chloro-1-(4-(1,1-difluoroethyl)pyridin-2-yl)-1H-pyrrolo[3,2-c]pyridin-3-yl)morpholine ((1,4-dioxan-2-yl)methyl)carbamate